CS1C=2C=CC=CC2SC2=CC=CC=C12 5-(methyl)5H-thianthrene